N-methyl-N-(2-methyl-6-nitroquinolin-5-yl)methanesulfonamide CN(S(=O)(=O)C)C1=C2C=CC(=NC2=CC=C1[N+](=O)[O-])C